Methyl-pyran-3-carboxamide CC1OC=CC=C1C(=O)N